C(C)N1C2=CC=C(C=C2C=2C=C(C=CC12)C12C(C3CC(CC(C1)C3)C2)C=NO)C(C2=C(C=CC=C2)C)=O 1-[9-ethyl-6-(2-methylbenzoyl)-9H-carbazol-3-yl]-adamantylmethane-1-one oxime